octadecyl-dihydroxyethyl-hydroxypropyl-sulfonic acid C(CCCCCCCCCCCCCCCCC)C(CCS(=O)(=O)O)(O)CC(O)O